NC=1C=C(C=C(C1)C(F)(F)F)O 3-Amino-5-(trifluoromethyl)phenol